FC(C1=C(C=CC(=C1)C(F)(F)F)[C@H](C)N1N=CC(=C1)NC(=O)C1=NC=CN=C1)(F)F (S)-N-(1-(1-(2,4-bis(trifluoromethyl)phenyl)ethyl)-1H-pyrazol-4-yl)pyrazine-2-carboxamide